FC(S(=O)NS(=O)(=O)C(F)(F)F)(F)F.[Li] lithium (S-trifluoromethyl-N-((trifluoromethyl)sulfonyl)sulfinamide)